(+)-1-(4-fluorophenyl)-3-[(3R*,4S*)-1-methoxy-4-(4-methoxyphenyl)-2-oxopyrrolidin-3-yl]urea FC1=CC=C(C=C1)NC(=O)N[C@H]1C(N(C[C@@H]1C1=CC=C(C=C1)OC)OC)=O |o1:11,15|